ClC=1C2=C(SC1)CCC2CNC 1-(3-chloro-5,6-dihydro-4H-cyclopenta[b]thiophen-4-yl)-N-methyl-methanamine